5-((1S,6R)-5-((7-ethyl-6-carbonyl-5,6-dihydro-1,5-naphthyridin-3-yl)methyl)-2,5-diazabicyclo[4.2.0]octan-2-yl)-N-methylpyridine-2-carboxamide maleate C(\C=C/C(=O)O)(=O)O.C(C)C=1C(NC=2C=C(C=NC2C1)CN1CCN([C@H]2CC[C@@H]12)C=1C=CC(=NC1)C(=O)NC)=C=O